C(#N)C(COOCC)NC(C1=CC(=CC=C1)Br)=O N-(1-cyano-2-ethylperoxyethyl)-3-bromobenzamide